(S)-2-(3-nitrobenzamido)propionic acid methyl ester COC([C@H](C)NC(C1=CC(=CC=C1)[N+](=O)[O-])=O)=O